6-(2,3-difluorophenyl)-1-[(5-methyl-3-pyridyl)methyl]-3H-imidazo[4,5-b]pyridin-2-one FC1=C(C=CC=C1F)C=1C=C2C(=NC1)NC(N2CC=2C=NC=C(C2)C)=O